3-benzyloxypropyl methacrylate C(C(=C)C)(=O)OCCCOCC1=CC=CC=C1